C(C)(C)(C)OC(=O)N1C[C@@H]2C([C@@H]2C1)C=1N=C2N(C=C(C=C2OC)C=2C=C(C=3N(N2)C=C(N3)C)C)C1 (1s,5r)-6-[6-(2,8-dimethylimidazo[1,2-b]pyridazin-6-yl)-8-methoxy-imidazo[1,2-a]pyridin-2-yl]-3-azabicyclo[3.1.0]hexane-3-carboxylic acid tert-butyl ester